FC1=CC=C(C=C1)NC(=O)NC=1C=C2C=3C=CN=C(C3NC2=CC1)C 1-(4-Fluorophenyl)-3-(1-methyl-beta-carbolin-6-yl)urea